N[C@H]1[C@@H]([C@H](C1)C1=CC(=CC=C1)Cl)CO ((1R,2R,4S)-2-Amino-4-(3-chlorophenyl)cyclobutyl)methanol